N-(5-cyanopentyl)butyramide C(#N)CCCCCNC(CCC)=O